9-[1-(2,2-difluoroethyl)-1H-pyrazolo[3,4-b]pyrazin-6-yl]-2-[4-(trifluoromethyl)pyridin-2-yl]-2,9-diazaspiro[5.5]undecane FC(CN1N=CC=2C1=NC(=CN2)N2CCC1(CCCN(C1)C1=NC=CC(=C1)C(F)(F)F)CC2)F